BrC1=CC(=C(C=C1)NC(CC(OC)OC)=O)Cl N-(4-Bromo-2-chlorophenyl)-3,3-dimethoxypropanamide